2-(3-chlorophenyl)-N-(1-(4-(2,6-dioxo-3-piperidyl)-3,5-difluoro-phenyl)azetidin-3-yl)acetamide ClC=1C=C(C=CC1)CC(=O)NC1CN(C1)C1=CC(=C(C(=C1)F)C1C(NC(CC1)=O)=O)F